(trans-3-(3-cyclopropyl-4-(1,4-dimethyl-1H-pyrazolo[4,3-c]pyridin-6-yl)-1H-pyrazol-1-yl)cyclobutyl)methanol C1(CC1)C1=NN(C=C1C1=CC2=C(C(=N1)C)C=NN2C)[C@@H]2C[C@H](C2)CO